C(C)OC1=CC=CC(=N1)C1C(CC1O)(S(=O)(=O)N)C1=CN=C2C(=N1)NC=N2 6-ethoxypyridin-2-yl-1H-imidazo[4,5-b]pyrazin-6-yl-3-hydroxycyclobutane-1-sulfonamide